COC1=CC=C(C(=O)NC2CCC(CC2)NC2=CC(=NC(=C2)C(F)(F)F)NC2=CC(=CC=C2)C)C=C1 4-methoxy-N-[4-[[2-(3-methylanilino)-6-(trifluoromethyl)-4-pyridyl]amino]cyclohexyl]benzamide